CS(=O)(=O)C1=CC(=C(C=C1)NC(OC(C)(C)C)=O)OC(F)(F)F tert-butyl (4-(methylsulfonyl)-2-(trifluoromethoxy)phenyl)carbamate